methyl (E)-2-[(2S,3S,12bS)-3-ethyl-8-methoxy-1,2,3,4,6,7,12,12b-octahydroindolo[2,3-a]quinolizin-2-yl]-3-methoxyprop-2-enoate C(C)[C@@H]1CN2CCC3=C([C@@H]2C[C@@H]1/C(/C(=O)OC)=C\OC)NC1=CC=CC(=C13)OC